FC=1C(=C(OC2=NC=C(C(=C2C=2NC3=CC=NC(=C3C(C2)=O)C=2NC=CN2)C)C(F)(F)F)C=CC1F)C 2-[2-(3,4-Difluoro-2-methyl-phenoxy)-4-methyl-5-(trifluoromethyl)-3-pyridinyl]-5-(1H-imidazol-2-yl)-1H-1,6-naphthyridin-4-one